FC(C(=O)O)(F)F.N1CCC(=CC1)C1=CC=C(C=C1)NC(=O)C=1SC=C(C1C)C=1CCNCC1 3-methyl-4-(1,2,3,6-tetrahydro-pyridin-4-yl)-thiophene-2-carboxylic acid [4-(1,2,3,6-tetrahydro-pyridin-4-yl)-phenyl]-amide trifluoroacetate